6-bromo-N,N-bis(4-methoxybenzyl)pyridin-2-amine BrC1=CC=CC(=N1)N(CC1=CC=C(C=C1)OC)CC1=CC=C(C=C1)OC